O1C(=CC=C1C(=O)O)C(=O)O.[K].[K] dipotassium 2,5-furandicarboxylic acid